BrC1=CC(=C(OCC2(CC2)O[Si](CC)(CC)CC)C(=C1)F)Cl {1-[(4-bromo-2-chloro-6-fluorophenoxy)methyl]cyclopropyloxy}triethylsilane